N-(3-cyano-5-(cyclohexylmethyl)-4,5,6,7-tetrahydrothieno[3,2-c]pyridin-2-yl)-2-(1-methyl-4-sulfamoyl-1H-pyrrol-2-yl)acetamide C(#N)C1=C(SC2=C1CN(CC2)CC2CCCCC2)NC(CC=2N(C=C(C2)S(N)(=O)=O)C)=O